tert-Butyl 4-(5-((6-(3,5-dichlorophenyl)-4-((4-(hydroxymethyl)piperidin-1-yl)methyl)pyridin-2-yl)oxy)pyrimidin-2-yl)piperazine-1-carboxylate ClC=1C=C(C=C(C1)Cl)C1=CC(=CC(=N1)OC=1C=NC(=NC1)N1CCN(CC1)C(=O)OC(C)(C)C)CN1CCC(CC1)CO